4-Tert-butyl (1-(6-chloro-1-(1-(4-methoxybenzyl)-2,6-dioxopiperidin-3-yl)-3-methyl-2-oxo-2,3-dihydro-1H-benzo[d]imidazol-4-yl)piperidin-4-yl)(methyl)carbamate ClC=1C=C(C2=C(N(C(N2C)=O)C2C(N(C(CC2)=O)CC2=CC=C(C=C2)OC)=O)C1)N1CCC(CC1)N(C(OC(C)(C)C)=O)C